ClC=1C=C2C(=C3C4(NC(NC13)=O)CCCCC4)OC(=C2)CN2CC(CCC2)CO 5'-chloro-2'-{[3-(hydroxymethyl)piperidin-1-yl]methyl}-7',8'-dihydro-6'H-spiro[cyclohexane-1,9'-furo[2,3-f]quinazoline]-7'-one